C1(CCC1)COC1=CC2=C(N(N=C2C=C1)C)C(=O)N [5-(cyclobutylmethoxy)-2-methyl-2H-indazol-3-yl]carboxamide